FC=1C=C2C(C(=CN3C2=C(C1F)OCC3)CN([C@@H]3CN(CCC3)C=3C=NC(=CC3)[N+](=O)[O-])CC3=CC(=C(C(=C3)C)F)C)=O 9,10-difluoro-6-({[(4-fluoro-3,5-dimethylphenyl)methyl][(3S)-1-(6-nitropyridin-3-yl)hexahydropyridin-3-yl]amino}methyl)-3,7-dihydro-2H-[1,4]oxazino[2,3,4-ij]quinolin-7-one